C1(CCCC1)C=1C=C(C=NC1)C=1N=NN(C1)C1(COC1)C1=CC=C(C=N1)N1C[C@@H](CCC1)NCC1CC1 (R)-1-(6-(3-(4-(5-cyclopentylpyridin-3-yl)-1H-1,2,3-triazol-1-yl)oxetan-3-yl)pyridin-3-yl)-N-(cyclopropylmethyl)piperidin-3-amine